tert-butyl (2S,4S)-4-hydroxypyrrolidine-2-carboxylate hydrochloride Cl.O[C@H]1C[C@H](NC1)C(=O)OC(C)(C)C